CC=1C=C(C=C(C1CC1=C2C=3C(C(NC3C=C1)=O)(C1CC2C1)C)C)N1N=C(C(NC1=O)=O)C#N 2-(3,5-dimethyl-4-((2a-methyl-2-oxo-1,2,2a,3,4,5-hexahydro-3,5-methanobenzo[cd]indol-6-yl)methyl)phenyl)-3,5-dioxo-2,3,4,5-tetrahydro-1,2,4-triazine-6-carbonitrile